[2-(diethylamino)ethyl]({1-[(2-methoxynaphthalen-1-yl)methyl]naphthalen-2-yl}methyl)amine C(C)N(CCNCC1=C(C2=CC=CC=C2C=C1)CC1=C(C=CC2=CC=CC=C12)OC)CC